bromo-6-((4-chloro-2-methoxybenzyl)oxy)pyridine BrC1=NC(=CC=C1)OCC1=C(C=C(C=C1)Cl)OC